C1=CC=CC=2C3=CC=CC=C3C(C12)COC(=O)N[C@@H](CCCCNC(=O)OC(C)(C)C)C(=O)N[C@@H](CC(=O)O)C(=O)O N2-(((9H-fluoren-9-yl)methoxy)carbonyl)-N6-(tert-butoxycarbonyl)lysyl-aspartic acid